ethyldimethylpropylammonium C(C)[N+](CCC)(C)C